5-methyl-3-hydroxy-4-methyl-2(5H)-furanone CC1C(=C(C(O1)=O)O)C